ClC=1C=CC2=C(C=C(O2)C2=CN=CC3=C2SCCN3S(=O)(=O)C3CCN(CC3)C#N)C1 4-((8-(5-Chlorobenzofuran-2-yl)-2,3-dihydro-4H-pyrido[4,3-b][1,4]thiazin-4-yl)sulfonyl)piperidine-1-carbonitrile